C(CCCCC)SC1=CC=C(C=C1)C(CCN1CCCCC1)=O 1-(4-(hexylthio)phenyl)-3-(piperidin-1-yl)propan-1-one